Methyl 4-ethyl-2-[3-[[3-(5-methyl-1,2,4-oxadiazol-3-yl)benzoyl]amino]propanoylamino]thiazole-5-carboxylate C(C)C=1N=C(SC1C(=O)OC)NC(CCNC(C1=CC(=CC=C1)C1=NOC(=N1)C)=O)=O